(3R)-3-amino-7-(5-tert-butyl-3-pyridyl)-5-[(4-chlorophenyl)methyl]-8-fluoro-1,1-dioxo-2,3-dihydro-1λ6,5-benzothiazepin-4-one N[C@H]1CS(C2=C(N(C1=O)CC1=CC=C(C=C1)Cl)C=C(C(=C2)F)C=2C=NC=C(C2)C(C)(C)C)(=O)=O